C(C)NC(CN(C)C)C ethyl-N,N-dimethyl-propylenediamine